The molecule is a spirostanyl glycoside that is smilagenin attached to a beta-D-glucopyranosyl-(1->2)-beta-D-galactopyranosyl residue at position 3 via a glycosidic linkage. Isolated from Yucca gloriosa and Yucca guatemalensis, it exhibits antifungal activity. It has a role as a metabolite and an antifungal agent. It is a spirostanyl glycoside, a disaccharide derivative, an organic heterohexacyclic compound and an oxaspiro compound. It derives from a (25R)-5beta-spirostan-3beta-ol. C[C@@H]1CC[C@@]2([C@H]([C@H]3[C@@H](O2)C[C@@H]4[C@@]3(CC[C@H]5[C@H]4CC[C@H]6[C@@]5(CC[C@@H](C6)O[C@H]7[C@@H]([C@H]([C@H]([C@H](O7)CO)O)O)O[C@H]8[C@@H]([C@H]([C@@H]([C@H](O8)CO)O)O)O)C)C)C)OC1